(4-benzhydrylpiperazin-1-yl)(5-fluoropyridin-3-yl)methanone C(C1=CC=CC=C1)(C1=CC=CC=C1)N1CCN(CC1)C(=O)C=1C=NC=C(C1)F